ClC1=CC2=C(C=N1)C(=NN2C2=NC(=CC(=N2)C(C)(F)F)OC)N2CC(CC2)N(C)C 1-(6-chloro-1-(4-(1,1-difluoroethyl)-6-methoxypyrimidin-2-yl)-1H-pyrazolo[4,3-C]pyridin-3-yl)-N,N-dimethylpyrrolidin-3-amine